C(C)C(CO)CCCCCCCC 2-ethyl-1-decanol